6-O-α-L-rhamnosyl-D-glucose [C@@H]1([C@H](O)[C@H](O)[C@@H](O)[C@@H](O1)C)OC[C@H]([C@H]([C@@H]([C@H](C=O)O)O)O)O